tert-butyl 1-((5-(1,1-difluoroethyl)pyridin-2-yl)methyl)-2-methyl-2-(pyrimidin-2-yl)hydrazinecarboxylate FC(C)(F)C=1C=CC(=NC1)CN(N(C1=NC=CC=N1)C)C(=O)OC(C)(C)C